C(C)(C)OC1=C(C=CC=C1)[C@H]1CN(CCN1)CC=1C=C2C(=C(N1)OC)OCCC2(C)C (3S)-3-(2-isopropoxyphenyl)-1-({8-methoxy-4,4-dimethyl-2H,3H-pyrano[2,3-c]pyridin-6-yl}methyl)piperazine